3-cyclohexyl-7-ethyl-6-(2-fluorobenzyl)-3,6-dihydro-4H-pyrazolo[4,3-d][1,2,3]triazin-4-one C1(CCCCC1)N1N=NC=2C(C1=O)=NN(C2CC)CC2=C(C=CC=C2)F